ethyl 6-chloro-7-((2R,4S)-2-(((3-Chloropyridin-2-yl) oxy) methyl)-4-fluoropyrrolidin-1-yl)-4-oxo-1-(pyrazin-2-yl)-1,4-dihydroquinoline-3-carboxylate ClC=1C=C2C(C(=CN(C2=CC1N1[C@H](C[C@@H](C1)F)COC1=NC=CC=C1Cl)C1=NC=CN=C1)C(=O)OCC)=O